BrC=1C=CC(=NC1)N 5-bromopyridin-2-amine